C(C)(=O)N1CC(C1)OC=1C=CC(=C2C=C(N=CC12)NC1=CC=C2C(=N1)[C@H](C(OC2=O)(C)C)C)C(C)(C)N (R)-2-((8-((1-Acetylazetidin-3-yl)oxy)-5-(2-aminopropan-2-yl)isoquinolin-3-yl)amino)-7,7,8-trimethyl-7,8-dihydro-5H-pyrano[4,3-b]pyridin-5-one